(E)-4-{[3-(3-chloro-10,11-dihydro-5H-dibenzo[b,f]azepin-5-yl)propyl]amino}-N-methyl-but-2-enamide ClC=1C=CC2=C(N(C3=C(CC2)C=CC=C3)CCCNC/C=C/C(=O)NC)C1